C(#N)C1C(C(OC(C1)(C)C)=O)C(=O)OCC ethyl 4-cyano-6,6-dimethyl-2-oxotetrahydro-2H-pyran-3-carboxylate